CN1C=CC=2C1=NC=C(C2)C(=O)NC(CC2=CC=C(C=C2)C)(C)C 1-methyl-N-(2-methyl-1-(p-tolyl)propan-2-yl)-1H-pyrrolo[2,3-b]pyridine-5-carboxamide